O/N=C(\C1=CC=CC=C1)/NC1=C(C=CC=C1)C (E)-N'-hydroxy-N-(o-tolyl)benzimidamide